Manganese-gallium [Ga].[Mn]